6-(5-chloro-2-fluorophenyl)-5H-benzofuro[3,2-c]carbazole ClC=1C=CC(=C(C1)C1=CC2=C(C=3C4=CC=CC=C4NC13)OC1=C2C=CC=C1)F